[NH4+].C(\C=C/C(=O)O)(=O)O maleic acid mono-ammonium